Di-hydroxyethylmethacrylat OC(COC(C(=C)C)=O)O